ClC1=CC(=NC=C1OC1=CC=CC=C1)NC=1C2=C(N=CN1)C=CC(=N2)N2CCN(CC2)C(C=C)=O 1-[4-[4-[(4-chloro-5-phenoxy-2-pyridyl)amino]pyrido[3,2-d]pyrimidin-6-yl]piperazin-1-yl]prop-2-en-1-one